(3R)-3-[(5R,8R,9S,10S,13R,14S,17R)-10,13-dimethyl-3-oxo-1,2,4,5,6,7,8,9,11,12,14,15,16,17-tetradecahydrocyclopenta[a]phenanthren-17-yl]butanoic acid C[C@]12[C@H]3CC[C@@]4([C@H](CC[C@H]4[C@@H]3CC[C@@H]2CC(CC1)=O)[C@@H](CC(=O)O)C)C